C(#N)C=1C=CC(=C2C=CC=NC12)N1C[C@H](N(C[C@@H]1C)C(=O)NC=1C=NC(=CC1)N1CCN(CC1)C=1C=C2C(N(C(C2=CC1)=O)C1C(NC(CC1)=O)=O)=O)C (2R,5S)-4-(8-cyanoquinolin-5-yl)-N-(6-(4-(2-(2,6-dioxopiperidin-3-yl)-1,3-dioxoisoindolin-5-yl)piperazin-1-yl)pyridin-3-yl)-2,5-dimethylpiperazine-1-carboxamide